NC1=C(C(=NN1C1CC(C1)OCC1=CC=CC=C1)C1=CC=C2C=CC(=NC2=C1)C1=CC=CC=C1)C#N 5-amino-1-((1s,3s)-3-(benzyloxy)cyclobutyl)-3-(2-phenylquinolin-7-yl)-1H-pyrazole-4-carbonitrile